BrC1=C(OC=2C1=NC(=CC2SC)Cl)C[C@H](C)NC(OC(C)(C)C)=O tert-butyl N-[(2S)-1-[3-bromo-5-chloro-7-(methylsulfanyl)furo[3,2-b]pyridin-2-yl]propan-2-yl]carbamate